ClC=1C(=C2C=NNC2=C(C1F)NC(C)C)C=1N=CC=2N(C1)C=C(N2)NC(=O)[C@H]2[C@H](C2)C(=O)N(CC)CC (1R,2S)-N1-(6-(5-chloro-6-fluoro-7-(isopropylamino)-1H-indazol-4-yl)imidazo[1,2-a]pyrazin-2-yl)-N2,N2-diethylcyclopropane-1,2-dicarboxamide